BrC=1C(=NN(C1C=1C=C(C=2N(C1)N=CN2)C)COCC[Si](C)(C)C)C(=O)O 4-bromo-5-(8-methyl-[1,2,4]triazolo[1,5-a]pyridin-6-yl)-1-((2-(trimethylsilyl)ethoxy)methyl)-1H-pyrazole-3-carboxylic acid